Di-(2-ethyl hexyl)succinate C(C)C(COC(CCC(=O)OCC(CCCC)CC)=O)CCCC